[Cs].C(CCCCCCC\C=C/CCCCCCCC)(=O)O.[Cs] cesium oleic acid cesium